ClC1=CC(=C(C=C1)C1(OC2=C(C1=C=O)C=CC=C2C2CCN(CC2)C(=O)OC(C)(C)C)C)F tert-butyl 4-(2-(4-chloro-2-fluorophenyl)-2-methyl-3-Carbonyl-2,3-dihydrobenzofuran-7-yl)piperidine-1-carboxylate